4,7-dihydro-5H-spiro[1-benzothiophene-6,2'-[1,3]dioxolane] O1C2(OCC1)CC1=C(C=CS1)CC2